racemic-serine N[C@@H](CO)C(=O)O |r|